ClC1=CC=C(C=C1)N1N=C(C=C1)OC1=C(C=C(C(=C1)C)[N+](=O)[O-])C 1-(4-chlorophenyl)-3-(2,5-dimethyl-4-nitrophenoxy)-1H-pyrazole